C(#N)C=1C=C(C(=NC1)[C@H](C)NC(=O)C1(CC1)C=1C(NC2=CC=C(C=C2C1C)F)=O)F N-[(1S)-1-(5-cyano-3-fluoropyridin-2-yl)ethyl]-1-(6-fluoro-4-methyl-2-oxo-1H-quinolin-3-yl)cyclopropane-1-carboxamide